4-((1S,3S,5R)-3-ethoxy-8-((5-methoxy-7-methyl-1H-indol-4-yl)methyl)-8-azabicyclo[3.2.1]octan-1-yl)benzoic acid C(C)O[C@@H]1C[C@@]2(CC[C@H](C1)N2CC2=C1C=CNC1=C(C=C2OC)C)C2=CC=C(C(=O)O)C=C2